thiadiazacyclohexadecyne S1#CNNCCCCCCCCCCCC1